C(C)OCC1=CC2=C(C(=NO2)N)C(=C1)OC 6-(ethoxymethyl)-4-methoxybenzo[d]isoxazol-3-amine